COC1=CC=C(C2=C1NC(=N2)NC(C#CCO)=O)C=2C=NN(C2)C 4-Hydroxy-but-2-ynoic acid [7-methoxy-4-(1-methyl-1H-pyrazol-4-yl)-1H-benzoimidazol-2-yl]-amide